4-trifluoromethylquinazolin-2-amine FC(C1=NC(=NC2=CC=CC=C12)N)(F)F